2,2'-(ethylazanediyl)bis(ethan-1-ol) C(C)N(CCO)CCO